(3R)-1-butyl-2,5-dioxo-3-((1R)-1-hydroxy-2-ethylbutyl)-9-(4-(2-methoxy-4-methylsulfonylaminophenoxy)phenylmethyl)-1,4,9-triazaspiro[5.5]undecane C(CCC)N1C([C@H](NC(C12CCN(CC2)CC2=CC=C(C=C2)OC2=C(C=C(C=C2)NS(=O)(=O)C)OC)=O)[C@@H](C(CC)CC)O)=O